COC(=O)C1=CC=C(S1)/C=C/C(=O)O (E)-3-(5-(methoxycarbonyl)thiophene-2-yl)acrylic acid